FC1CN(C1)C1=CC(=C(C=C1)F)N1N=C2N=CC(=CC2=C1)C1CCOCC1 3-fluoro-N-{4-fluoro-3-[5-(oxan-4-yl)-2H-pyrazolo[3,4-b]pyridin-2-yl]phenyl}azetidine